(E)-3-(4-(2-((2-(4-chlorophenoxy)-2-methylpropanoyl)oxy)ethoxy)-3-methoxyphenyl)acrylic acid ClC1=CC=C(OC(C(=O)OCCOC2=C(C=C(C=C2)/C=C/C(=O)O)OC)(C)C)C=C1